CC1(C(C(=CC2(CNCCO2)C1)C#N)=O)C 10,10-dimethyl-9-oxo-1-oxa-4-azaspiro[5.5]undec-7-ene-8-carbonitrile